2-(4-((cis)-2,6-dimethylmorpholino)-7-methylphthalazin-1-yl)-5-(trifluoromethyl)phenol C[C@@H]1O[C@@H](CN(C1)C1=NN=C(C2=CC(=CC=C12)C)C1=C(C=C(C=C1)C(F)(F)F)O)C